[Si]([O-])([O-])([O-])O.[Ba+2].[Na+].NC=1C(=NC(=C(N1)C=1OC=CN1)C1=CN(C(C=C1)=O)C)C(=O)NCC1=NC=CC=C1C(F)(F)F 3-amino-6-(1-methyl-6-oxo-1,6-dihydropyridin-3-yl)-5-(oxazol-2-yl)-N-((3-(trifluoromethyl)pyridin-2-yl)methyl)pyrazine-2-carboxamide sodium-barium silicate